C(C1=CC=CC=C1)OC(=O)[C@]1(OCC(C1)(F)F)C (S)-4,4-difluoro-2-methyltetrahydrofuran-2-carboxylic acid benzyl ester